ClC=1C=C2C=C(NC2=CC1C=1OC(=CN1)C)CNC(C)=O N-((5-chloro-6-(5-methyloxazol-2-yl)-1H-indol-2-yl)methyl)acetamide